COC1=C(CNC2=NC=C(C(=N2)NC2=CC=CC=C2)C(=O)N)C=CC=C1 2-(2-methoxybenzylamino)-4-(phenylamino)pyrimidine-5-carboxamide